TERT-BUTYL 3-((METHYLSULFONYL)OXY)PIPERIDINE-1-CARBOXYLATE CS(=O)(=O)OC1CN(CCC1)C(=O)OC(C)(C)C